n-hexyl-1,2-ethylenediamine C(CCCCC)NCCN